FC(C=1C=C(C=CC1)N1C(NC=2C=NC=3C=CC=CC3C21)=O)(F)F 1-(3-(trifluoromethyl)phenyl)-1H-imidazo[4,5-c]quinolin-2(3H)-one